C(C1=CC=CC=C1)OCC1CC(C1)OCCC(=O)OC(C)(C)C tert-butyl 3-((1r,3r)-3-((benzyloxy)methyl)cyclobutoxy)propanoate